(7S)-2-Benzyl-7-methyl-3-{[(3R)-piperidin-3-yl]methyl}-3H,6H,7H,8H,9H-imidazo[4,5-f]chinolin C(C1=CC=CC=C1)C=1N(C=2C(=C3CC[C@@H](NC3=CC2)C)N1)C[C@H]1CNCCC1